1-(5-((4-((tetrahydro-2H-pyran-4-yl)methyl)piperazin-1-yl)methyl)pyrazolo[1,5-a]pyridin-3-yl)dihydropyrimidine-2,4(1H,3H)-dione O1CCC(CC1)CN1CCN(CC1)CC1=CC=2N(C=C1)N=CC2N2C(NC(CC2)=O)=O